C(CCCCCCC\C=C/CCCCCCCC)OC1=CC=CC=C1 oleylphenyl ether